4,4-dimethyl-3-oxo-N-[(1S)-1-[3-(trifluoromethoxy)phenyl]ethyl]pentaneamide CC(C(CC(=O)N[C@@H](C)C1=CC(=CC=C1)OC(F)(F)F)=O)(C)C